5-(5-((6-fluoro-3-methyl-4-oxo-4,5-dihydropyrazolo[1,5-a]quinoxalin-7-yl)methyl)-5,6-dihydropyrrolo[3,4-c]pyrazol-2(4H)-yl)-N-ethylpicolinamide FC1=C2NC(C=3N(C2=CC=C1CN1CC2=NN(C=C2C1)C=1C=CC(=NC1)C(=O)NCC)N=CC3C)=O